(S)-1-(cyclopropylethynyl)-4-((1-methyl-1H-pyrazol-4-yl)methyl)-N-(1-methylcyclopropyl)-5-oxo-1,2,4,5-tetrahydroimidazo[1,2-a]quinazoline-7-sulfonamide C1(CC1)C#C[C@H]1CN=C2N1C1=CC=C(C=C1C(N2CC=2C=NN(C2)C)=O)S(=O)(=O)NC2(CC2)C